1,2-Bis(tribromophenoxy)ethan BrC1=C(C(=C(OCCOC2=C(C(=C(C=C2)Br)Br)Br)C=C1)Br)Br